3-METHYLHISTIDINE CN1C=NC=C1C[C@H](N)C(=O)O